N-(3-(2-((6-(azetidin-3-ylamino)pyridin-3-yl)amino)quinazolin-8-yl)phenyl)acrylamide N1CC(C1)NC1=CC=C(C=N1)NC1=NC2=C(C=CC=C2C=N1)C=1C=C(C=CC1)NC(C=C)=O